FC(OC1=CC=C(C=C1C1=CC=CC=C1)C=1NC(=C(N1)C(=O)O)C)F 2-(6-(difluoromethoxy)-[1,1'-biphenyl]-3-yl)-5-methyl-1H-imidazole-4-carboxylic acid